1-((2R,3R,4S,5R)-5-(((3-carboxypropanoyl)oxy)methyl)-3,4-dihydroxytetrahydrofuran-2-yl)pyridin-1-ium C(=O)(O)CCC(=O)OC[C@@H]1[C@H]([C@H]([C@@H](O1)[N+]1=CC=CC=C1)O)O